OCCS(=O)(=O)NC1=CC(=C(C(=O)NC2=CC(=CC=C2)N2C[C@H](OCC2)C)C=C1)N1CCC2(CC2)CC1 (R)-4-((2-hydroxyethyl)sulfonamido)-N-(3-(2-methylmorpholino)phenyl)-2-(6-azaspiro[2.5]octan-6-yl)benzamide